7-cyano-4-((2,2-difluoroethyl)amino)-N-(3-hydroxy-3-methylbutyl)-5H-pyrido[3,2-b]indole-3-carboxamide C(#N)C=1C=CC=2C3=C(NC2C1)C(=C(C=N3)C(=O)NCCC(C)(C)O)NCC(F)F